CC1(N(CC(OC1=O)=O)C)C 3,3,4-trimethylmorpholine-2,6-dione